NCCCCNCCCNCCCCN N'-[3-(4-aminobutylamino)propyl]butane-1,4-diamine